tert-butyl (1-(1-(4-(2,6-dioxopiperidin-3-yl)-2-fluorophenyl)azetidin-3-yl)piperidin-4-yl)carbamate O=C1NC(CCC1C1=CC(=C(C=C1)N1CC(C1)N1CCC(CC1)NC(OC(C)(C)C)=O)F)=O